Cl.C(C)N(C(C1=C(C=CC(=C1)F)OC1=C(N=CN=N1)N1CC2(CN(C2)[C@@H](C(C)C)CCCNC)CC1)=O)C(C)C (R)-N-Ethyl-5-fluoro-N-isopropyl-2-((5-(2-(2-methyl-6-(methylamino)hex-3-yl)-2,6-diazaspiro[3.4]oct-6-yl)-1,2,4-triazin-6-yl)oxy)benzamide hydrochloride